FC(C1=CC=C(C=C1)C1=NC(=NC2=CC=CC=C12)C1CN(CC1)C(C=C)=O)(F)F 1-(3-{4-[4-(trifluoromethyl)phenyl]-2-quinazolinyl}-1-pyrrolidinyl)-2-propen-1-one